5-Bromo-N-((tetrahydrofuran-2-yl)methyl)-1H-indazole-3-carboxamide BrC=1C=C2C(=NNC2=CC1)C(=O)NCC1OCCC1